BrC(C(=O)NC=1C=CC=C2C=C(NC12)C(=O)OCC)CC ethyl 7-(2-bromobutyrylamino)-1H-indole-2-carboxylate